(E)-7-(3-ethoxy-3-oxoprop-1-en-1-yl)-1-methyl-3,4-dihydroisoquinoline-2(1H)-carboxylic acid tert-butyl ester C(C)(C)(C)OC(=O)N1C(C2=CC(=CC=C2CC1)\C=C\C(=O)OCC)C